N1=CN=C2N=CNC2=C1NC1=CC(=C2N(C1=O)C1(NC2=O)CCCCC1)Cl 6'-((7H-purin-6-yl)amino)-8'-chloro-2'H-spiro[cyclohexane-1,3'-imidazo[1,5-a]pyridine]-1',5'-dione